4-METHYLAMINO-2-METHYLSULFANYL-6-(TRIFLUOROMETHYL)PYRIMIDIN-5-CARBALDEHYDE CNC1=NC(=NC(=C1C=O)C(F)(F)F)SC